7-chloro-2-(methylsulfanyl)-N-phenylpyrido[4,3-d]pyrimidin-5-amine ClC1=CC=2N=C(N=CC2C(=N1)NC1=CC=CC=C1)SC